ClCC(=O)NC1=CC(=CC=C1)C1=CC2=C(C=C1OC)OCC1=C2N(N=C1C(=O)N1C(COCC1)(C)C)C1=CC(=CC(=C1)Cl)Cl 2-chloro-N-(3-(1-(3,5-dichlorophenyl)-3-(3,3-dimethylmorpholine-4-carbonyl)-7-methoxy-1,4-dihydrochromeno[4,3-c]pyrazol-8-yl)phenyl)acetamide